1-(5-(4-AMINO-7-CYCLOPROPYL-7H-PYRROLO[2,3-D]PYRIMIDIN-5-YL)IMIDAZO[1,2-A]PYRIDIN-8-YL)-3-(4-((1-METHYLPIPERIDIN-4-YL)OXY)-3-(TRIFLUOROMETHYL)PHENYL)UREA NC=1C2=C(N=CN1)N(C=C2C2=CC=C(C=1N2C=CN1)NC(=O)NC1=CC(=C(C=C1)OC1CCN(CC1)C)C(F)(F)F)C1CC1